N-(5-(4-(4-Aminothieno[3,2-d]pyrimidin-7-yl)-1H-pyrazol-1-yl)-2-fluoro-4-methyl-Phenyl)-3-(2-cyanopropan-2-yl)benzamide NC=1C2=C(N=CN1)C(=CS2)C=2C=NN(C2)C=2C(=CC(=C(C2)NC(C2=CC(=CC=C2)C(C)(C)C#N)=O)F)C